N-{4-fluoro-3-[5-(pyrrolidin-1-yl)-2H-pyrazolo[3,4-b]pyridin-2-yl]phenyl}azetidine FC1=C(C=C(C=C1)N1CCC1)N1N=C2N=CC(=CC2=C1)N1CCCC1